(E)-3-(4-((E)-2-(4-cyanophenyl)-1-(1H-indazol-5-yl)but-1-en-1-yl)phenyl)acrylic acid C(#N)C1=CC=C(C=C1)/C(=C(/C=1C=C2C=NNC2=CC1)\C1=CC=C(C=C1)/C=C/C(=O)O)/CC